3-chloro-2-(3-chloropropoxy)-5-(2-(4-((2-(methylsulfonyl)pyrimidin-4-yl)methoxy)phenyl)propan-2-yl)benzonitrile ClC=1C(=C(C#N)C=C(C1)C(C)(C)C1=CC=C(C=C1)OCC1=NC(=NC=C1)S(=O)(=O)C)OCCCCl